COC(C(C)C(N(C1=CC=NC=C1)C)=O)=O 2-[methyl-(4-pyridyl)carbamoyl]propanoic acid methyl ester